myristyl pelargonate C(CCCCCCCC)(=O)OCCCCCCCCCCCCCC